C(C)(C)(C)N1N=CC=2C(=NC=CC21)NCC2=NC(=NO2)C=2N(C=1C=CC=C(C1C2)N[C@H]2[C@H](CN(CC2)C)F)CC(F)(F)F 2-{5-[({1-tert-butyl-1H-pyrazolo[4,3-c]pyridin-4-yl}amino)methyl]-1,2,4-oxadiazol-3-yl}-N-[(3S,4R)-3-fluoro-1-methylpiperidin-4-yl]-1-(2,2,2-trifluoroethyl)-1H-indol-4-amine